4-(1-ethyl-4-(trifluoromethyl)-1H-imidazol-2-yl)-3-methoxyaniline C(C)N1C(=NC(=C1)C(F)(F)F)C1=C(C=C(N)C=C1)OC